7-(4-(4-((4-(Ethoxycarbonyl)-3-hydroxyphenyl)amino)-4-oxobutanoyl)piperazin-1-yl)-1-ethyl-6-fluoro-4-oxo-1,4-dihydro-1,8-naphthyridine-3-carboxylic acid C(C)OC(=O)C1=C(C=C(C=C1)NC(CCC(=O)N1CCN(CC1)C1=C(C=C2C(C(=CN(C2=N1)CC)C(=O)O)=O)F)=O)O